C(=O)(O)C(CCCCNC(=O)C=1C=NC=C(C1)I)NC(NC(C(=O)O)CCC(=O)O)=O 2-(3-[1-carboxy-5-[(5-iodo-pyridine-3-carbonyl)-amino]-pentyl]-ureido)-glutaric acid